(5S)-5-[[(Z)-(4-amino-8-bromo-5,5-dimethyl-benzo[h]quinazolin-6-ylidene)amino]oxymethyl]-3-(2-methoxyethyl)oxazolidin-2-one NC1=NC=NC=2C3=C(\C(\C(C12)(C)C)=N/OC[C@@H]1CN(C(O1)=O)CCOC)C=C(C=C3)Br